1-(3-((4-((3'-chloro-2'-fluoro-4-methoxy-[1,1'-biphenyl]-3-yl)amino)-7-methoxyquinazoline-6-yl)oxy)azetidin-1-yl)prop-2-en-1-one ClC=1C(=C(C=CC1)C1=CC(=C(C=C1)OC)NC1=NC=NC2=CC(=C(C=C12)OC1CN(C1)C(C=C)=O)OC)F